[(3R,6R)-3,4,5-tris(acetyloxy)-6-[4-(2-bromoethyl)phenoxy]oxan-2-yl]methyl acetate C(C)(=O)OCC1O[C@@H](C(C([C@@H]1OC(C)=O)OC(C)=O)OC(C)=O)OC1=CC=C(C=C1)CCBr